1-butyl-2,3-dimethyl-imidazolium hexafluoroantimonate F[Sb-](F)(F)(F)(F)F.C(CCC)N1C(=[N+](C=C1)C)C